C1=C2C(=NC=NN2C(=C1)[C@]3([C@@H]([C@@H]([C@H](O3)CO)O)O)C#N)N The molecule is a C-nucleoside analog that is (2R,3R,4S,5R)-3,4-dihydroxy-5-(hydroxymethyl)tetrahydrofuran-2-carbonitrile substituted by a 4-aminopyrrolo[2,1-f][1,2,4]triazin-7-yl group at position 2. It is the active metabolite of remdesivir and exhibits a broad range of inhibitory activity against various RNA viruses including HCV, parainfluenza and SARS-CoV. It has a role as a drug metabolite, an antiviral agent and an anticoronaviral agent. It is a pyrrolotriazine, a nitrile, a C-nucleoside and an aromatic amine.